(s)-1-(1-benzylpyrrolidine-3-yl)-3-(2-fluorophenyl)urea C(C1=CC=CC=C1)N1C[C@H](CC1)NC(=O)NC1=C(C=CC=C1)F